C(CCCCCCC\C=C/CCCCCCCC)OC(COCCOCCOCCOCCOC(CNCCOC(CNCCOC)=O)=O)COCCCCCCCC\C=C/CCCCCCCC.NN1C(SCC1=O)=S N-aminorhodanine 2-[[2-[2-[2-[2-[2-[2,3-bis[(Z)-octadec-9-enoxy]propoxy]ethoxy]ethoxy]ethoxy]ethoxy]-2-oxo-ethyl]amino]ethyl-2-(2-methoxyethylamino)acetate